2-((3-fluorophenyl)thio)aniline FC=1C=C(C=CC1)SC1=C(N)C=CC=C1